CC=1C(=NC(=C(C(=O)O)C1C(=C)OCC)NC([2H])([2H])[2H])Br Methyl-6-bromo-4-(1-ethoxyvinyl)-2-((methyl-d3)amino)nicotinic acid